C\C(=C/CC1=C(C=C(C=C1OC)CCCCCCC)OC)\CCC=C(C)C (E)-2-(3,7-dimethylocta-2,6-dien-1-yl)-5-heptyl-1,3-dimethoxybenzene